6-(Azetidin-1-yl)-N-(cyclopropylmethyl)-5-[4-(trifluoromethyl)phenoxy]pyridine-2-carboxamide N1(CCC1)C1=C(C=CC(=N1)C(=O)NCC1CC1)OC1=CC=C(C=C1)C(F)(F)F